N-(3-chloro-5-(methylsulfonyl)phenyl)-1-(5-(3,3-difluoroazetidin-1-yl)-3-methoxypyridin-2-yl)-5-methyl-1H-pyrrole-3-carboxamide ClC=1C=C(C=C(C1)S(=O)(=O)C)NC(=O)C1=CN(C(=C1)C)C1=NC=C(C=C1OC)N1CC(C1)(F)F